O=C1NC(CCC1N1C(C2=C(C=C(C=C2C1)CN1CCN(CC1)C1CCN(CC1)C1=CC=C(C(=O)NC2=CC(=C(C=C2)C)NC2=NC=CC(=N2)C=2C=NC=CC2)C=C1)F)=O)=O 4-(4-(4-((2-(2,6-dioxopiperidin-3-yl)-7-fluoro-1-oxoisoindolin-5-yl)methyl)piperazine-1-yl)piperidin-1-yl)-N-(4-methyl-3-((4-(pyridin-3-yl)pyrimidin-2-yl)amino)phenyl)benzamide